NC1=CC=C(CNC2=CC=C(C=C2)NC(CCCCCC)=O)C=C1 N-(4-((4-aminobenzyl)amino)phenyl)heptanamide